COC(=O)C=1C=NC(=CC1O)C1CC1 6-cyclopropyl-4-hydroxy-pyridine-3-carboxylic acid methyl ester